13-cis-retinal CC1=C(/C=C/C(C)=C/C=C/C(C)=C\C=O)C(C)(C)CCC1